CN1N=C2N=CC(=CC2=C1)C1=CC=C2C(=N1)C=C(S2)C2(CC(C2)C(F)(F)F)O cis-1-(5-(2-methyl-2H-pyrazolo[3,4-b]pyridin-5-yl)thieno[3,2-b]pyridin-2-yl)-3-(trifluoromethyl)cyclobutanol